NC1=NC(C=2N=CN(C2N1)CCC(CO)CO)=O 2-amino-9-[4-hydroxy-3-(hydroxymethyl)butyl]-3H-purin-6-one